methyl 2-(tert-butylamino)-3-(((tert-butyldimethylsilyl)oxy)methyl)quinoline-6-carboxylate C(C)(C)(C)NC1=NC2=CC=C(C=C2C=C1CO[Si](C)(C)C(C)(C)C)C(=O)OC